O1C(COCC1)C=1C=CC=2N(C1)N=CC2I 6-(1,4-dioxan-2-yl)-3-iodo-pyrazolo[1,5-a]pyridine